FC=1C=C(C=CC1COC)CN (3-fluoro-4-(methoxymethyl)phenyl)methanamine